N-(3-(1-isopropylpiperidin-4-yl)-1-(5-methylpyridin-2-yl)-1H-pyrazol-5-yl)-6-(1-(2-(methylamino)-2-oxoethyl)-1H-pyrazol-4-yl)picolinamide C(C)(C)N1CCC(CC1)C1=NN(C(=C1)NC(C1=NC(=CC=C1)C=1C=NN(C1)CC(=O)NC)=O)C1=NC=C(C=C1)C